COC(=O)NC(=S)NC1=CC=CC=C1NC(=S)NC(=O)OC The molecule is a member of the class of thioureas that is the dimethyl ester of (1,2-phenylenedicarbamothioyl)biscarbamic acid. A fungicide effective against a broad spectrum of diseases in fruit, vegetables, turf and other crops including eyespot, scab, powdery mildew and grey mould. It has a role as an antifungal agrochemical. It is a member of thioureas, a carbamate ester, a benzimidazole precursor fungicide and a carbamate fungicide. It derives from a 1,2-phenylenediamine.